4-(4-phenoxyphenyl)-2,3-dihydro-1H-pyrrolo[3,4-c]pyridin-1-one O(C1=CC=CC=C1)C1=CC=C(C=C1)C1=NC=CC2=C1CNC2=O